C1(CC1)C[C@@H](C(=O)NC(C(C(=O)N)=O)C[C@H]1C(NCC1)=O)NC(\C=C\C1=C(C=C(C=C1)Cl)Cl)=O 3-((S)-3-cyclopropyl-2-((E)-3-(2,4-dichlorophenyl)acrylamido)propanamido)-2-oxo-4-((S)-2-oxopyrrolidin-3-yl)butanamide